N-(3-methyl-1,2,4-thiadiazol-5-yl)-2-(3,3,3-trifluoropropyl)-benzamide CC1=NSC(=N1)NC(C1=C(C=CC=C1)CCC(F)(F)F)=O